(1r,4r)-4-(((tert-butoxycarbonyl)amino)methyl)cyclohexane-1-carboxylic acid 2,5-dioxopyrrolidin-1-yl ester O=C1N(C(CC1)=O)OC(=O)C1CCC(CC1)CNC(=O)OC(C)(C)C